Ethyl[(methacryloyloxy)ethyl]dimethylammonium ethyl-sulfate (6S)-5-methyltetrahydrofolate calcium [Ca+].CN1C=2C(NC(=NC2NC[C@@H]1CNC1=CC=C(C(N[C@@H](CCC(=O)[O-])C(=O)O)=O)C=C1)N)=O.C(C)OS(=O)(=O)[O-].C(C)[N+](C)(C)CCOC(C(=C)C)=O